NC1=NC=C(C=2N=C(N=CC21)NC(C)(C)C)C2=CC(=C(C=C2)CC(=O)N)O (4-(5-amino-2-(tert-butylamino)pyrido[4,3-d]pyrimidin-8-yl)-2-hydroxyphenyl)acetamide